BrC1=CC=C(C=C1)S(=O)(=O)N1CCC(CC1)NC1=CC=C(C=C1)S(F)(F)(F)(F)F 1-(4-bromobenzenesulfonyl)-N-[4-(pentafluoro-λ6-sulfanyl)phenyl]piperidin-4-amine